(E)-2-(3,4-dihydroxybenzylidene)-6-hydroxy-2,3-dihydro-1H-inden-1-one OC=1C=C(\C=C/2\C(C3=CC(=CC=C3C2)O)=O)C=CC1O